FC1=C(C=C(C#N)C=C1)C=1CCN(CC1)C(CCC=1NC(C2=CC(=CC=C2C1)F)=O)=O 4-fluoro-3-(1-(3-(7-fluoro-1-oxo-1,2-dihydroisoquinolin-3-yl)propionyl)-1,2,3,6-tetrahydropyridin-4-yl)benzonitrile